CS(=O)(=O)[O-].C(CCCCCCC)[NH+]1CCC(CC1)CC 1-octyl-4-ethylpiperidinium methanesulfonate